[Mg].[Al].[Si].[Ca] calcium-silicon-aluminum-magnesium